(1S,2S)-N-(6-(5-chloro-6-fluoro-7-(1H-pyrrol-3-yl)-1H-indazol-4-yl)imidazo[1,2-a]pyrazin-2-yl)-2-fluorocyclopropane-1-carboxamide ClC=1C(=C2C=NNC2=C(C1F)C1=CNC=C1)C=1N=CC=2N(C1)C=C(N2)NC(=O)[C@H]2[C@H](C2)F